BrC=1C(=C(C(=C(C1)NC(OC(C)(C)C)=O)C#N)O)CCO tert-butyl (5-bromo-2-cyano-3-hydroxy-4-(2-hydroxyethyl)phenyl)carbamate